NC=1N=NC(=CC1C=1C=NN(C1)C1CCN(CC1)C1CCC(CC1)C1=C2CCN(C2=CC=C1)[C@@H]1C(NC(CC1)=O)=O)C1=C(C=CC(=C1)F)O (S)-3-(4-((1r,4S)-4-(4-(4-(3-amino-6-(5-fluoro-2-hydroxyphenyl)pyridazin-4-yl)-1H-pyrazol-1-yl)piperidin-1-yl)cyclohexyl)indolin-1-yl)piperidine-2,6-dione